N(=[N+]=[N-])CCC(C(O)OC)CCCCCCC 2-(azidoethyl)-O'-methyl-nonanediol